NC1=C2C(=NC=N1)N(N=C2C2=CC=C(C=C2)OC2=CC=CC=C2)C2CCN(CC2)C2CN(CC2)C2CN(C2)C(=O)[O-] 3-[3-[4-[4-amino-3-(4-phenoxyphenyl)pyrazolo[3,4-d]pyrimidin-1-yl]-1-piperidyl]pyrrolidin-1-yl]azetidine-1-carboxylate